COCCCN(C)C 3-methoxypropyldimethylamine